8-bromo-N'-(cyclopropanecarbonyl)-1-(4-methoxybenzyl)-2-oxo-2,3-dihydro-1H-benzo[b]azepine-4-carbohydrazide BrC=1C=CC2=C(N(C(CC(=C2)C(=O)NNC(=O)C2CC2)=O)CC2=CC=C(C=C2)OC)C1